C(C(C)C)(=O)OC1=CC=C(CONC(CCC(C(=O)O)CC2=CC=C(C=C2)C(=O)OCC2=CC=C(C=C2)OC(C(C)C)=O)=O)C=C1 5-(((4-(Isobutyryloxy)benzyl)oxy)amino)-2-(4-(((4-(isobutyryloxy)benzyl)oxy)carbonyl)benzyl)-5-oxopentanoic acid